O1CCC(CC1)N1CCN(CC1)CC=1C=CC2=C(C(=NO2)N2C(NC(CC2)=O)=O)C1 1-(5-((4-(tetrahydro-2H-pyran-4-yl)piperazin-1-yl)methyl)benzo[d]isoxazol-3-yl)dihydropyrimidine-2,4(1H,3H)-dione